3-(tert-butyl) 4-methyl 1-cyclopropyl-6-oxo-1,6-dihydropyridine-3,4-dicarboxylate C1(CC1)N1C=C(C(=CC1=O)C(=O)OC)C(=O)OC(C)(C)C